BrCC1=NC(=NC(=N1)CBr)CBr 2,4,6-tris(bromomethyl)-1,3,5-triazine